(R)-6-(3,3-difluorocyclobutyl)-4-(3-methylmorpholinyl)-2-(1H-pyrazol-3-yl)-2,6,8,9-tetrahydro-7H-1,2,3,6-tetraazabenzo[cd]azulene-7-one FC1(CC(C1)N1C=2C3=C(N(N=C3CCC1=O)C1=NNC=C1)N=C(C2)N2[C@@H](COCC2)C)F